O=S1(CC2(C1)CN(C2)C(=O)N2CC(C2)C=2C=NC(=CC2)N2C[C@H](CC2)C(F)(F)F)=O (2,2-dioxo-2lambda6-thia-6-azaspiro[3.3]heptan-6-yl)-[3-[6-[(3S)-3-(trifluoromethyl)pyrrolidin-1-yl]-3-pyridyl]azetidin-1-yl]methanone